CC(C#N)(C)NC=1OC(=NN1)C=1C(=CC2=C(N(C([C@H](CS2(=O)=O)N)=O)CC2=CC=C(C=C2)Cl)C1)F 2-methyl-2-[[5-[(3R)-3-amino-5-[(4-chlorophenyl)methyl]-8-fluoro-1,1,4-trioxo-2,3-dihydro-1λ6,5-benzothiazepin-7-yl]-1,3,4-oxadiazol-2-yl]amino]propanenitrile